NC=1C=C(C=NC1)C1(CCOCC1)NC(OC(C)(C)C)=O tert-butyl (4-(5-aminopyridin-3-yl)tetrahydro-2H-pyran-4-yl)carbamate